(Z)-N-(5-((3-fluorobenzyl)thio)-4H-1,2,4-triazol-3-yl)-5-((2-oxoindolin-3-ylidene)methyl)-1H-pyrrole-2-carboxamide FC=1C=C(CSC=2NC(=NN2)NC(=O)C=2NC(=CC2)\C=C\2/C(NC3=CC=CC=C23)=O)C=CC1